C(C)[C@]1(C(OCC=2C(N3CC=4N5C6=C(C=C(C=C6C(C4C3=CC21)=C=O)F)C(CC5)N(C(OC(C)(C)C)=O)C)=C=O)=C=O)O tert-butyl ((9S)-9-ethyl-5-fluoro-9-hydroxy-7,10,13-tricarbonyl-2,3,9,10,13,15-hexahydro-1H,7H,12H-pyrano[3',4':6,7]indolizino[2,1-b]pyrido[3,2,1-ij]quinolin-3-yl)(methyl)carbamate